5-chloro-2-iodo-3-methylphenol ClC=1C=C(C(=C(C1)O)I)C